(S or R)-1-(2-(4-cyclopropylphenyl)-5-(5-hydroxy-6-(trifluoromethyl)nicotinoyl)-2,3,4,5,5a,6,8,9-octahydro-7H-1,2,5,7-tetraazabenzo[cd]azulen-7-yl)prop-2-en-1-one C1(CC1)C1=CC=C(C=C1)N1N=C2CCN(C[C@@H]3C2=C1CCN3C(C3=CN=C(C(=C3)O)C(F)(F)F)=O)C(C=C)=O |o1:16|